C1(CC1)C1=CC=C(O1)C=1C(=C(C=NC1C)C(=O)NC1=CC(=C(C=C1)OC1=CC=NC2=CC(=C(N=C12)OC)OC)F)O 5-(5-cyclopropylfuran-2-yl)-N-[4-[(6,7-dimethoxy-1,5-naphthyridin-4-yl)oxy]-3-fluorophenyl]-4-hydroxy-6-methylpyridine-3-carboxamide